FC(C1=CC=C(CN2N=CC(=C2)C(=O)N2CC3(CNC3)C(C2)C(=O)OCC)C=C1)(F)F Ethyl 6-(1-(4-(trifluoromethyl)benzyl)-1H-pyrazole-4-carbonyl)-2,6-diazaspiro[3.4]octane-8-carboxylate